C(C)(=O)OC[C@H]1O[C@H]([C@@H]([C@H]([C@H]1OC(C)=O)OC(C)=O)NC(C)=O)OCCOCCOCCOCCO [(2R,3R,4R,5R,6R)-5-acetamido-3,4-diacetoxy-6-[2-[2-[2-(2-hydroxyethoxy)ethoxy]-ethoxy]ethoxy]tetrahydropyran-2-yl]methyl acetate